C(C)(C)(C)C1OC2=C(P1)C=CC=C2 t-butyl-2,3-dihydrobenzo[d][1,3]oxaphosphole